C(C)OC(\C(=C\OCC)\C#N)=O.C[Si](OCC)(OCC)OCC Methyltriethoxysilane ethyl-(E)-2-cyano-3-ethoxyacrylate